CC(=O)CCC1COC2=C1C(=C3C(=C2)C(=O)C4=C(C3=O)C(=CC(=C4)O)O)O The molecule is the tetracyclic anthrafuran form of versicolorone. It is an anthrafuran, a versicolorone and a member of p-quinones.